2-(3-Amino-5-(trifluoromethyl)pyridin-2-yl)-1,1,1-trifluoropropan-2-ol NC=1C(=NC=C(C1)C(F)(F)F)C(C(F)(F)F)(C)O